4-(tert-butyl) 5-methyl 5-(3-chloropropyl)-4-azaspiro[2.4]heptan-4,5-diformate ClCCCC1(N(C2(CC2)CC1)C(=O)OC(C)(C)C)C(=O)OC